C(#N)C=1C=C(C=CC1C)B(O)O 3-CYANO-4-METHYLPHENYLBORONIC ACID